isopropylamine ammonium salt [NH4+].C(C)(C)N